(S)-3-(4-fluoro-6-oxo-6,8-dihydro-2H,7H-spiro[furo[2,3-e]isoindole-3,4'-piperidin]-7-yl)piperidine-2,6-dione FC1=C2C(=C3CN(C(C3=C1)=O)[C@@H]1C(NC(CC1)=O)=O)OCC21CCNCC1